1-Cyclopropyl-2-(4-(difluoromethyl)pyrimidin-5-yl)-1H-benzo[d]imidazol-6-carbonitril C1(CC1)N1C(=NC2=C1C=C(C=C2)C#N)C=2C(=NC=NC2)C(F)F